5-cyano-3-ethyl-6-methoxypyrazolo[1,5-a]pyridine-2-carboxylic acid ethyl ester C(C)OC(=O)C1=NN2C(C=C(C(=C2)OC)C#N)=C1CC